tris(pentafluorophenyl)arsine FC1=C(C(=C(C(=C1[As](C1=C(C(=C(C(=C1F)F)F)F)F)C1=C(C(=C(C(=C1F)F)F)F)F)F)F)F)F